(R)-2-amino-3-(3-(4-ethylpyridin-3-yl)-5-fluorobenzamido)propanoic acid N[C@@H](C(=O)O)CNC(C1=CC(=CC(=C1)F)C=1C=NC=CC1CC)=O